C(#N)C=1C=C(C=CC1NCN(C)C)NC(=S)NC1(CC(C1)(F)F)CO 1-[3-cyano-4-[(E)-dimethylaminomethylamino]phenyl]-3-[3,3-difluoro-1-(hydroxymethyl)cyclobutyl]thiourea